O1C2=C(OCC1)C=C(C=C2)[C@H]([C@@H](CN2CCCC2)NC(=O)C2CN(CC2)C=2C=C1N=CC=NC1=CC2)O N-((1R,2R)-1-(2,3-dihydrobenzo[b][1,4]dioxin-6-yl)-1-hydroxy-3-(pyrrolidin-1-yl)propan-2-yl)-1-(quinoxalin-6-yl)pyrrolidine-3-carboxamide